N-[4-(1-{[4-(trifluoromethoxy)phenyl]carbonyl}piperidin-4-yl)butyl]thieno[2,3-c]pyridine-2-carboxamide FC(OC1=CC=C(C=C1)C(=O)N1CCC(CC1)CCCCNC(=O)C1=CC=2C(=CN=CC2)S1)(F)F